OC1(CC=C(C=C1)C(C(=O)O)CO)O 4,4-dihydroxy-alpha-(hydroxymethyl)phenylacetic acid